(1R,2R)-2-(3,4-difluorophenyl)cyclopropylcarboxamide FC=1C=C(C=CC1F)[C@H]1[C@@H](C1)C(=O)N